C(CCCCCCCCCCCCCCCCCCCCCCCCCCCCC)OCCCCCCCCCCCCCCCCCCCCCCCCCCCC n-octacosyl n-triacontyl ether